1-(2-(4-(((8-((2-(2,6-dioxopiperidin-3-yl)-1,3-dioxoisoindolin-4-yl)oxy)octyl)(methyl)amino)methyl)phenoxy)ethyl)-N-hydroxy-1H-indole-6-carboxamide O=C1NC(CCC1N1C(C2=CC=CC(=C2C1=O)OCCCCCCCCN(C)CC1=CC=C(OCCN2C=CC3=CC=C(C=C23)C(=O)NO)C=C1)=O)=O